6-(1-(cyclobutylamino)ethyl)-2-(3-(3,3-difluoro-1-(4-methyl-4H-1,2,4-triazol-3-yl)cyclobutyl)phenyl)-4-(trifluoromethyl)isoindolin-1-one C1(CCC1)NC(C)C1=CC(=C2CN(C(C2=C1)=O)C1=CC(=CC=C1)C1(CC(C1)(F)F)C1=NN=CN1C)C(F)(F)F